(S)-N1-(methyl-d3)-4-(5-(2-methylmorpholino)benzo[d]oxazol-2-yl)-2,7-naphthyridine-1,6-diamine C(NC1=NC=C(C2=CC(=NC=C12)N)C=1OC2=C(N1)C=C(C=C2)N2C[C@@H](OCC2)C)([2H])([2H])[2H]